4,6-diphenyl-2-(3-(4,4,5,5-tetramethyl-1,3,2-dioxaborolan-2-yl)phenyl)pyrimidine C1(=CC=CC=C1)C1=NC(=NC(=C1)C1=CC=CC=C1)C1=CC(=CC=C1)B1OC(C(O1)(C)C)(C)C